ClC=1C=CC=2C(C3=CC=C(C=C3OC2C1)Cl)NC(=O)C=1C(NC=CC1)=O N-(3,6-dichloro-9H-xanthen-9-yl)-2-oxo-1,2-dihydropyridine-3-carboxamide